tert-butyl 4-(4-bromo-3-fluorophenoxy)piperidine-1-carboxylate BrC1=C(C=C(OC2CCN(CC2)C(=O)OC(C)(C)C)C=C1)F